tert-Butyl isopropyl(4-methyl-5-nitropyridin-2-Yl)carbamate C(C)(C)N(C(OC(C)(C)C)=O)C1=NC=C(C(=C1)C)[N+](=O)[O-]